(1aRS,7bSR)-5-{2-[2-((R)-1-ethylpyrrolidin-2-yl)ethylamino]-benzenesulfonyl-amino}-1,1a,2,7b-tetrahydrocyclopropa-[c]chromene-4-carboxylic acid C(C)N1[C@H](CCC1)CCNC1=C(C=CC=C1)S(=O)(=O)NC1=CC=C2[C@@H]3[C@H](COC2=C1C(=O)O)C3 |&1:24,25|